ClC1=C(C=CC(=C1)Cl)NC(CC(C)N1CCCCC1)=O N-(2,4-dichlorophenyl)-3-(piperidine-1-yl)butanamide